C=1(SC=C2C1C=CC=C2)C(=O)O 2-benzothiophene-1-carboxylic acid